C1(=CC=CC=C1)NC(=O)C1=CC=C2C=3C(C4=C(C(C3NC2=C1)(C)C)C=C(C=C4)OC[C@H]([C@@H](CO)O)O)=O 6,6-Dimethyl-11-oxo-8-((2R,3R)-2,3,4-trihydroxy-butoxy)-6,11-dihydro-5H-benzo[b]carbazole-3-carboxylic acid phenylamide